C(C)O[Si](OCC)(OCC)CN1N=CN=N1 2-(Triethoxysilylmethyl)-2H-tetrazol